ClC1=C(C=C(OC2=CC=C(C=C2)S(=O)(=O)N2CCCC3=CC(=CC=C23)C(=O)O)C=C1C)C 1-((4-(4-chloro-3,5-dimethylphenoxy)phenyl)sulfonyl)-1,2,3,4-tetrahydroquinoline-6-carboxylic acid